COC=1C=C(C=CC1)NC(NC1=C(CNC2=C(C(=O)N)C=CC=C2)C=CC=C1)=O 2-(2-(3-(3-methoxyphenyl)ureido)benzylamino)benzamide